succinyl-diphenol C(CCC(=O)C1=C(C=CC=C1)O)(=O)C1=C(C=CC=C1)O